3-[2-[4-(4-fluorobenzoyl)-1-piperidinyl]ethyl]-2,4(1H,3H)-quinazolinedione FC1=CC=C(C(=O)C2CCN(CC2)CCN2C(NC3=CC=CC=C3C2=O)=O)C=C1